(3,5-dichloropyrazolo[1,5-a]pyrimidin-7-yl)carbamate ClC=1C=NN2C1N=C(C=C2NC([O-])=O)Cl